ClC1=NC=C(C(=N1)N(S(=O)(=O)C)S(=O)(=O)C)C N-(2-Chloro-5-methylpyrimidin-4-yl)-N-(methylsulfonyl)methanesulfonamide